FC1=C2CC[C@H](CC2=CC(=C1)F)N (R)-5,7-difluoro-1,2,3,4-tetrahydronaphthalen-2-amine